Tert-butyl (R)-(1-(2-(1-(cyclopropylmethyl)-1H-indol-2-yl)-1-methyl-5-oxo-1,5,7,8-tetrahydro-6H-imidazo[4,5-g]isoquinolin-6-yl)propan-2-yl)(methyl)carbamate C1(CC1)CN1C(=CC2=CC=CC=C12)C1=NC=2C(=CC=3CCN(C(C3C2)=O)C[C@@H](C)N(C(OC(C)(C)C)=O)C)N1C